C(C)(C)C=1C=2N(C=C(C1)C=1NC3=CC=C(C=C3C1C(C)C)C1CCNCC1)C=CN2 8-isopropyl-6-(3-isopropyl-5-(piperidin-4-yl)-1H-indol-2-yl)imidazo[1,2-a]pyridine